ClC1=NN(C=C1C(=O)N[C@H]1C[C@H](CCC1)NC1=CC(=NC2=CC=C(C=C12)Cl)C(F)(F)F)CC(C)(C)F 3-chloro-N-[(1R,3S)-3-{[6-chloro-2-(trifluoromethyl)quinolin-4-yl]amino}cyclohexyl]-1-(2-fluoro-2-methylpropyl)-1H-pyrazole-4-carboxamide